N-((S)-1-(3-(Difluoromethoxy)phenyl)ethyl)-3-hydroxy-4,4-dimethylpentanamide FC(OC=1C=C(C=CC1)[C@H](C)NC(CC(C(C)(C)C)O)=O)F